N=1C=NN2C1C=C(C=C2)OC=2C=C(C=CC2)[C@@H]2NOCC2 (R)-3-(3-([1,2,4]triazolo[1,5-a]pyridin-7-yloxy)phenyl)isoxazolidine